N=1N=C(NC1)CC(=O)N 4H-1,2,4-triazole-3-carboxyAmide